N-(4-(5-(4-(tert-butyl)phenyl)isoxazol-3-yl)phenyl)acetamide C(C)(C)(C)C1=CC=C(C=C1)C1=CC(=NO1)C1=CC=C(C=C1)NC(C)=O